NC=1C(=NC=2CCN(CC2C1)C(=O)OC(C)(C)C)OC tert-butyl 3-amino-2-methoxy-7,8-dihydro-5H-1,6-naphthyridine-6-carboxylate